N-(cyanomethyl)-4-(2-((tetrahydro-2H-pyran-4-yl)methyl)-2H-tetrazol-5-yl)benzenesulfonamide C(#N)CNS(=O)(=O)C1=CC=C(C=C1)C=1N=NN(N1)CC1CCOCC1